4-((3-fluoropropyl)(4-(5,6,7,8-tetrahydro-1,8-naphthyridin-2-yl)butyl)amino)-2-((5-(trifluoromethyl)pyrimidin-2-yl)amino)butanoic acid FCCCN(CCC(C(=O)O)NC1=NC=C(C=N1)C(F)(F)F)CCCCC1=NC=2NCCCC2C=C1